FC(OC1=CC(=NN1)NC1=CN=CC(=N1)O[C@@H]1[C@H](CN(CCC1)C(=O)OC(C)(C)C)C)F tert-butyl (3S,4S)-4-((6-((5-(difluoromethoxy)-1H-pyrazol-3-yl)amino)pyrazin-2-yl)oxy)-3-methylazepane-1-carboxylate